Cl.Cl.FC1(CCC(CC1)NN)F (4,4-difluorocyclohexyl)hydrazine 2HCl